1-[4-(dimethylamino)butyl]-4-[5-(1-ethyl-3-methyl-1H-pyrazol-5-yl)-4H-1,2,4-triazol-3-yl]-1H-indazole-6-carboxamide CN(CCCCN1N=CC2=C(C=C(C=C12)C(=O)N)C1=NN=C(N1)C1=CC(=NN1CC)C)C